ClC=1N=C2C(=C(C(N(C2=CC1)C)=O)C#N)N1CC(C(CC1)NC1=C(C=C(C=C1)OC(F)(F)F)F)C 6-chloro-4-[4-[2-fluoro-4-(trifluoromethoxy)anilino]-3-methyl-1-piperidinyl]-1-methyl-2-oxo-1,5-naphthyridine-3-carbonitrile